(5Z)-5-[[1-(2-pyridyl)pyrazol-3-yl]methylene]thiazolidine-2,4-dione N1=C(C=CC=C1)N1N=C(C=C1)\C=C/1\C(NC(S1)=O)=O